1-(4-((3-((4-fluorophenyl)amino)-5,7,7-trimethyl-4-oxo-4,5,7,8-tetrahydro-2H-imidazo[1,2-a]pyrazolo[4,3-e]pyrimidin-2-yl)methyl)phenyl)ethyl acetate C(C)(=O)OC(C)C1=CC=C(C=C1)CN1N=C2C(C(N(C=3N2CC(N3)(C)C)C)=O)=C1NC1=CC=C(C=C1)F